C1C(=CC2=CC=CC=C12)C1=C(C=CC=C1)B1OC(C(O1)(C)C)(C)C 2-(2-(1H-inden-2-yl)phenyl)-4,4,5,5-tetramethyl-1,3,2-dioxaborolan